C(CCC#CCO)O 4-hexyne-1,6-diol